N-(2-((1S,3S,5S)-3-cyano-2-azabicyclo[3.1.0]hex-2-yl)-2-oxoethyl)-7-(2-fluoroprop-2-yl)quinoline-4-carboxamide C(#N)[C@H]1N([C@H]2C[C@H]2C1)C(CNC(=O)C1=CC=NC2=CC(=CC=C12)C(C)(C)F)=O